3-Bromo-5-(difluoromethoxy)pyridine BrC=1C=NC=C(C1)OC(F)F